N1=CC=C(C=C1)NC(=O)C=1C=CC(=C2C=CC=NC12)N[C@@H]1CN(CC1)CC(N1[C@@H](C[C@@H](C1)F)C#N)=O N-(4-Pyridyl)-5-[[(3S)-1-[2-oxo-2-[(2S,4S)-2-cyano-4-fluoro-pyrrolidin-1-yl]ethyl]pyrrolidin-3-yl]amino]chinolin-8-carboxamid